7-(Phenanthren-5-yl)Tryptophan C1=CC=CC=2C3=C(C=CC=C3C=CC12)C1=C2NC=C(C[C@H](N)C(=O)O)C2=CC=C1